(R)-N-(2,2,2-trifluoro-1-(4-fluorophenyl)ethyl)imidazo[1,2-a]pyrimidine-3-sulfonamide FC([C@@H](C1=CC=C(C=C1)F)NS(=O)(=O)C1=CN=C2N1C=CC=N2)(F)F